CN1C(=NN=C1)S[C@H](C)C=1C=C(C=CC1)C1=NNC2=CC=CC=C12 (R)-3-(3-(1-((4-methyl-4H-1,2,4-triazol-3-yl)thio)ethyl)phenyl)-1H-indazole